C(C)C=1C=C(C(=O)O)C=CC1 3-ethylbenzoic acid